C(C)N1C=NC=C1CN1C=NC2=C1C=C(C=C2F)C(=O)O 1-((1-ethyl-1H-imidazol-5-yl)methyl)-4-fluoro-1H-benzo[d]imidazole-6-carboxylic acid